C(C)(C)(C)OC(=O)NC(C(=O)O)CC1=CC(=C(C=C1)OCC[Si](C1=CC=CC=C1)(C1=CC=CC=C1)C(C)(C)C)I 2-((tert-Butoxycarbonyl)amino)-3-(4-(2-(tert-butyldiphenylsilyl)ethoxy)-3-iodophenyl)propanoic acid